N1N=CC(=C1)CCNC1=NC(=NC(=C1C)C)C(=O)N1C(COCC1)C1=CC(=CC=C1)F (4-((2-(1H-pyrazol-4-yl)ethyl)amino)-5,6-dimethylpyrimidin-2-yl)(3-(3-fluorophenyl)morpholino)meth-anone